NC1COC(C1)C(C)N 3-amino-5-(alpha-aminoethyl)-tetrahydrofuran